4-(3-(tert-butyl)-1-(4-chloro-3-fluorophenyl)-1H-pyrazolo[3,4-b]pyridine-5-carbonyl)-3,3-dimethylpiperazin-2-one C(C)(C)(C)C1=NN(C2=NC=C(C=C21)C(=O)N2C(C(NCC2)=O)(C)C)C2=CC(=C(C=C2)Cl)F